B(ON1N=C(C(=C1Br)Br)Br)(ON1N=C(C(=C1Br)Br)Br)ON1N=C(C(=C1Br)Br)Br.[Cu] copper tris(3,4,5-tribromopyrazolyl) borate